(1S,2S,3R,4R)-1-(5-bromo-1-methyl-1H-indol-3-yl)pentane-1,2,3,4,5-pentaol BrC=1C=C2C(=CN(C2=CC1)C)[C@@H]([C@@H]([C@@H]([C@@H](CO)O)O)O)O